CS(=O)(=O)C1CC2=C(O1)C(=C1CCCC1=C2)NCC#C (methylsulfonyl)-N-(prop-2-yn-1-yl)-3,5,6,7-tetrahydro-2H-indeno[5,6-b]furan-8-amine